N'-n-dodecyl-1,3-diaminopropane ethyl-4-methyl-2-(p-tolylcarbamoyl)pentanoate C(C)OC(C(CC(C)C)C(NC1=CC=C(C=C1)C)=O)=O.C(CCCCCCCCCCC)NCCCN